FC=1C(=NC=CC1)CNC1=NC=CC2=C1N=C(O2)CCNCCC2=NC1=C(N2CCOCCOC)C=CC=C1 N-((3-fluoropyridin-2-yl)methyl)-2-(2-((2-(1-(2-(2-methoxyethoxy)ethyl)-1H-benzo[d]imidazol-2-yl)ethyl)amino)ethyl)oxazolo[4,5-c]pyridin-4-amine